2-(((5-((dimethylamino)methyl)furan-2-yl)methyl)thio)ethylamine CN(C)CC1=CC=C(O1)CSCCN